NC1=CC(=C2N3CCC[C@H]3CCCCCC(C3=NN=C(C1=N2)O3)=O)C(F)(F)F (12R)-20-amino-18-(trifluoromethyl)-22-oxa-3,4,16,21-tetraazatetracyclo[15.3.1.12,5.012,16]docosa-1(21),2,4,17,19-pentaen-6-one